NC=1C=C(C=CC1O[Si](C)(C)C(C)(C)C)N1CCOC2=C(C1=O)C=CC(=C2)C2=CC=CC=C2 4-(3-amino-4-((tert-butyldimethylsilyl)oxy)phenyl)-8-phenyl-3,4-dihydrobenzo[f][1,4]oxazepin-5(2H)-one